N[C@@H](CCCCN)C(=O)C(CCCCCCC\C=C/CCCCCCCC[NH-])(C([C@@H](N)CCCCN)=O)C([C@@H](N)CCCCN)=O Trilysinoyl-oleylamide